Ethyl 2-acetamido-6-(2-amino-2-oxoethyl)-7-oxo-6-phenyl-4,5,6,7-tetrahydrobenzo[b]thiophene-3-carboxylate C(C)(=O)NC1=C(C2=C(S1)C(C(CC2)(C2=CC=CC=C2)CC(=O)N)=O)C(=O)OCC